(5S)-2-{trans-3-[(1,2-benzoxazol-7-yl)oxy]cyclobutyl}-5-(3,5-difluorophenyl)-2,5,6,7-tetrahydro-3H-pyrrolo[2,1-c][1,2,4]triazol-3-one O1N=CC2=C1C(=CC=C2)O[C@@H]2C[C@H](C2)N2N=C1N(C2=O)[C@@H](CC1)C1=CC(=CC(=C1)F)F